BrC=1C2=C(C=NC1)N=CS2 7-bromothiazolo[4,5-C]pyridine